2-{[3-Ethyl-4-(4-methylpiperazin-1-yl)phenyl]amino}-8-phenyl-5-[2-(triisopropylsilyl)ethynyl]pyrido[2,3-d]pyrimidin-7-one C(C)C=1C=C(C=CC1N1CCN(CC1)C)NC=1N=CC2=C(N1)N(C(C=C2C#C[Si](C(C)C)(C(C)C)C(C)C)=O)C2=CC=CC=C2